Tert-butyl-N-[[3-[4-[[(3S,4R)-4-fluoro-1-methyl-3-piperidyl]amino]-1-(2,2,2-trifluoroethyl)indol-2-yl]-1,2,4-oxadiazol-5-yl]methyl]pyrazole-4-carboxamide C(C)(C)(C)C1=NNC=C1C(=O)NCC1=NC(=NO1)C=1N(C2=CC=CC(=C2C1)N[C@H]1CN(CC[C@H]1F)C)CC(F)(F)F